ClC1=C2C(N(C(NC2=C(C=C1)S(=O)(=O)C1=CC(=C(C=C1)F)C)=O)O)=O 5-chloro-8-((4-fluoro-3-methylphenyl)sulfonyl)-3-hydroxyquinazoline-2,4(1H,3H)-dione